(S)-1-(4-chlorophenyl)-2,2-diethoxyethan-1-amine ClC1=CC=C(C=C1)[C@@H](C(OCC)OCC)N